N1C=CC=2C1=NC=C(C2)C=2C=C(C=CC2)C=CC(=O)NC2=CC(=C(C=C2)C)C 3-(3-(1H-pyrrolo[2,3-b]pyridin-5-yl)phenyl)-N-(3,4-dimethylphenyl)acrylamide